2-(3-(2-(((R)-1-((R)-8-cyano-1,2,3,4-tetrahydroquinoxalin-2-yl)-1-phenylethyl)amino)ethyl)phenyl)acetic acid C(#N)C=1C=CC=C2NC[C@@H](NC12)[C@@](C)(C1=CC=CC=C1)NCCC=1C=C(C=CC1)CC(=O)O